FC(C1=NN=C(S1)N1C=NC2=C1C=C(C=C2N2C[C@H](N[C@H](C2)C)COC)S(=O)(=O)NC2(COC2)C)F |o1:18,20| rel-1-(5-(difluoromethyl)-1,3,4-thiadiazol-2-yl)-4-((3S,5S)-3-(methoxymethyl)-5-methylpiperazin-1-yl)-N-(3-methyloxetan-3-yl)-1H-benzo[d]imidazole-6-sulfonamide